(R)-4-(1-(7-methoxy-2-oxo-2,3-dihydro-1H-imidazo[4,5-c][1,8]naphthyridin-1-yl)ethyl)benzene-sulfonamide COC=1C=CC=2C3=C(C=NC2N1)NC(N3[C@H](C)C3=CC=C(C=C3)S(=O)(=O)N)=O